C(C)OC(CCC(=O)C1=NC(=CC(=C1O)Br)C1=C(C=CC(=C1)C(F)(F)F)C)=O 4-[4-bromo-3-hydroxy-6-(2-methyl-5-trifluoromethyl-phenyl)-pyridin-2-yl]-4-oxo-butyric acid ethyl ester